NC1=C2CN(CC2=CC=C1OC)C1C(N(C(CC1)=O)CCOC)=O 4-amino-5-methoxy-2-(1-(2-methoxyethyl)-2,6-dioxopiperidin-3-yl)-isoindolin